4,7-bis(2-tert-butoxy-2-oxoethyl)-1,4,7-triazacyclononane C(C)(C)(C)OC(CN1CCNCCN(CC1)CC(OC(C)(C)C)=O)=O